N-[(1S)-1-(dicyclopropylmethyl)-2-[[1-[1-(5-methyl-2-oxo-1H-pyridin-3-yl)ethyl]pyrazol-4-yl]amino]-2-oxo-ethyl]-4-methyl-1,2,5-oxadiazole-3-carboxamide C1(CC1)C([C@@H](C(=O)NC=1C=NN(C1)C(C)C=1C(NC=C(C1)C)=O)NC(=O)C1=NON=C1C)C1CC1